NC1=C(C=CC(=C1)Br)O 2-amino-4-bromophenol